Bis{4-(naphthalen-2-yl)phenyl}-(4-bromophenyl)-amine C1=C(C=CC2=CC=CC=C12)C1=CC=C(C=C1)N(C1=CC=C(C=C1)Br)C1=CC=C(C=C1)C1=CC2=CC=CC=C2C=C1